5-chloro-N-((1r,4r)-4-((3-(4-fluoro-3-methoxyphenyl)-2-oxo-2,3-dihydro-1H-benzo[d]imidazol-1-yl)methyl)cyclohexyl)-2-methylnicotinamide ClC=1C=NC(=C(C(=O)NC2CCC(CC2)CN2C(N(C3=C2C=CC=C3)C3=CC(=C(C=C3)F)OC)=O)C1)C